NCC=1C=C(C=CC1)C=1C=CC2=C(C(=CO2)COC2=C(C=CC=C2NC(=O)OC(C)(C)C)CC(=O)OCC)C1 ethyl 2-(2-((5-(3-(aminomethyl)phenyl) benzofuran-3-yl)methoxy)-3-((tert-butoxycarbonyl)amino)phenyl)acetate